(S)-4-(4-(4-propenoyl-2-methylpiperazin-1-yl)phenyl)-6-(1-methyl-1H-pyrazol-4-yl)pyrazolo[1,5-a]pyridine-3-carbonitrile C(C=C)(=O)N1C[C@@H](N(CC1)C1=CC=C(C=C1)C=1C=2N(C=C(C1)C=1C=NN(C1)C)N=CC2C#N)C